2-(4-(1-(2,4-difluorophenyl)-5-(3,5-dimethylisoxazol-4-yl)-1H-pyrrolo[2,3-b]pyridin-3-yl)phenyl)acetic acid FC1=C(C=CC(=C1)F)N1C=C(C=2C1=NC=C(C2)C=2C(=NOC2C)C)C2=CC=C(C=C2)CC(=O)O